ClC1=C(C=C2C=C(NC2=C1)C(=O)N1CC=2C(CC1)=NOC2C(=O)N[C@@H](C(F)F)C)F 5-(6-chloro-5-fluoro-1H-indole-2-carbonyl)-N-[(2R)-1,1-difluoropropan-2-yl]-4H,5H,6H,7H-[1,2]oxazolo[4,3-c]pyridine-3-carboxamide